ClC1=NC=C(C(=C1)NCC[C@H](C)OC1=C(C(=NN1C)C)C1=NC=CC(=N1)N)C#CC=1C=NN(C1C1CC1)C (S)-2-(5-((4-((2-chloro-5-((5-cyclopropyl-1-methyl-1H-pyrazol-4-yl)ethynyl)pyridin-4-yl)amino)butan-2-yl)oxy)-1,3-dimethyl-1H-pyrazol-4-yl)pyrimidin-4-amine